C1CCC2=C(C=3CCCC3C=C12)NC(=O)N=[S@](=O)(N)C=1C=NN2C1OC[C@](C2)(C)CO (R,6S)-N'-((1,2,3,5,6,7-hexahydro-s-indacen-4-yl)carbamoyl)-6-(hydroxymethyl)-6-methyl-6,7-dihydro-5H-pyrazolo[5,1-b][1,3]oxazine-3-sulfonimidamide